FC1=C(C=CC(=C1)CNC)N1C=NC(=C1)C1=NC(=NC=C1C(F)(F)F)NC1CCN(CC1)S(=O)(=O)C 4-(1-(2-Fluoro-4-((methyl-amino)methyl)phenyl)-1H-imidazol-4-yl)-N-(1-(methylsulfonyl)piperidin-4-yl)-5-(trifluoromethyl)pyrimidin-2-amine